FC1(C[C@@H](CCC1)N(C1=CC=CC=C1)C(CC1(CCN(CC1)C(N(C)C1=CC=C(C=C1)F)=O)C(=O)O)=O)F 4-[2-(N-[(1R)-3,3-difluorocyclohexyl]anilino)-2-oxo-ethyl]-1-[(4-fluorophenyl)-methyl-carbamoyl]piperidine-4-carboxylic acid